BrC=1N=C(SC1C)C 4-bromo-2,5-dimethylthiazole